(1-hydroxy-2-methylpropan-2-yl)-2-methyl-5-(5-phenyl-4H-1,2,4-triazol-3-yl)benzenesulfonamide ethyl-4,6-dichloro-5-fluoropyridine-3-carboxylate C(C)OC(=O)C=1C=NC(=C(C1Cl)F)Cl.OCC(C)(C)C=1C(=C(C=C(C1)C1=NN=C(N1)C1=CC=CC=C1)S(=O)(=O)N)C